C(C)(C)(C)OC(=O)C1=CC=NC2=CC=CC=C12 quinoline-4-carboxylic acid tert-butyl ester